NC=1C=2N(C3=CC(=CC=C3N1)C(=O)N(C1COC3=C1C=CC(=C3)C=3C=NN(C3)C)C)C=NC2 4-amino-N-methyl-N-(6-(1-methyl-1H-pyrazol-4-yl)-2,3-dihydrobenzofuran-3-yl)imidazo[1,5-a]quinoxaline-8-carboxamide